C1(CCCC1)OC1=CC=C(C=N1)C=1C(=CN(C(C1)=O)C)C=1C=NN(C1)C1=C(C#N)C(=CC=C1)F 2-[4-[4-[6-(cyclopentoxy)-3-pyridyl]-1-methyl-6-oxo-3-pyridyl]pyrazol-1-yl]-6-fluoro-benzonitrile